NC1=NC=2C=C(C(=CC2C2=C1[C@H](OC2)C)C(=O)N([C@H]2COC1=C2C=CC(=C1)C(F)(F)F)C1CCC1)F (3R)-4-amino-N-cyclobutyl-7-fluoro-3-methyl-N-((3R)-6-(trifluoromethyl)-2,3-dihydro-1-benzofuran-3-yl)-1,3-dihydrofuro[3,4-c]quinoline-8-carboxamide